ethyl 5-phenyl-4,5,6,7-tetrahydro-1H-indazole-3-carboxylate C1(=CC=CC=C1)C1CC=2C(=NNC2CC1)C(=O)OCC